C1(CC1)C=1C=C(OC2=C(C=C(N=N2)C(C)O)C2=NOCC(N2)CC2=C(C=C(C=C2)C)C)C=CC1 1-{6-(3-cyclopropylphenoxy)-5-[5-(2,4-dimethylbenzyl)-5,6-dihydro-4H-1,2,4-oxadiazin-3-yl]pyridazin-3-yl}ethanol